(s)-tert-butyl 4-(2-(2,6-dioxopiperidin-3-yl)-1-oxoisoindolin-5-yl)piperazine-1-carboxylate O=C1NC(CC[C@@H]1N1C(C2=CC=C(C=C2C1)N1CCN(CC1)C(=O)OC(C)(C)C)=O)=O